COCCN1[C@@H](CN(CC1)C1=CC(=NC=C1)NC=1SC2=NC(=CC=C2N1)C=1C=NNC1C)C (R)-N-(4-(4-(2-methoxyethyl)-3-methylpiperazin-1-yl)-pyridin-2-yl)-5-(5-methyl-1H-pyrazol-4-yl)thiazolo[5,4-b]-pyridin-2-amine